CC(C=CCC(O)=S)C.COCN1C(CCC1)=O N-(methoxy)methyl-pyrrolidone 3-Methyl-2-butenyl-acetothioate